ClC1=C(C=CC=C1)C(C)OCC=1NC(C2=C(N1)N(N=C2)C2CCCC2)=O 6-{[1-(2-Chlorophenyl)ethoxy]methyl}-1-cyclopentyl-1H-pyrazolo[3,4-d]pyrimidin-4(5H)-one